ethyl 3-methyl-5-[2-methyl-4-[6-(trifluoromethyl) quinazolin-2-yl] phenyl]-4H,5H,6H,7H-pyrazolo[1,5-a]pyrazine-2-carboxylate CC=1C(=NN2C1CN(CC2)C2=C(C=C(C=C2)C2=NC1=CC=C(C=C1C=N2)C(F)(F)F)C)C(=O)OCC